CN(CC(F)(F)C=1C(=C(C=CC1)[C@@H](C)NC(=O)C1=NN(C(C=C1)=O)C1=C(C=CC=C1)F)F)C N-[(1R)-1-[3-[2-(dimethylamino)-1,1-difluoro-ethyl]-2-fluoro-phenyl]ethyl]-1-(2-Fluorophenyl)-6-oxo-pyridazine-3-carboxamide